CC1=C2C(=NN1COCC[Si](C)(C)C)C(CC2)O 3-methyl-2-((2-(trimethylsilyl)ethoxy)methyl)-2,4,5,6-tetrahydrocyclopenta[c]pyrazol-6-ol